FC1=CC=C(C=C1)C1=NN2C(CN(CC2)C)=C1C1=CC(=NC=C1)NC(OC(C)(C)C)=O tert-butyl (4-(2-(4-fluorophenyl)-5-methyl-4,5,6,7-tetrahydropyrazolo[1,5-a]pyrazin-3-yl)pyridin-2-yl)carbamate